8-(2,4-dichlorophenyl)-9-(2-fluoro-4-((1-(3-fluoropropyl)azetidin-3-ylidene)methyl)phenyl)-6,7-dihydro-5H-benzo[7]annulene-3-carboxylic acid hydrochloride Cl.ClC1=C(C=CC(=C1)Cl)C=1CCCC2=C(C1C1=C(C=C(C=C1)C=C1CN(C1)CCCF)F)C=CC(=C2)C(=O)O